(3S)-3-((6-(ethanesulfonamido)-3-azabicyclo[3.1.0]hexane-3-yl)methyl)pyrrolidine C(C)S(=O)(=O)NC1C2CN(CC12)C[C@@H]1CNCC1